(4-((R)-2-hydroxy-3-(1H-1,2,4-triazol-1-yl)propoxy)phenyl)methanone O[C@@H](COC1=CC=C(C=C1)C=O)CN1N=CN=C1